ClC=1C(=NC(=NC1)N(C=O)C1=CC(=C(C=C1)N1CCN(CC1)C)F)C=1C=CC2=C(N(C=N2)C2COC2)C1 N-(5-chloro-4-(1-(oxetan-3-yl)-1H-benzo[d]imidazol-6-yl)pyrimidin-2-yl)-N-(3-fluoro-4-(4-methylpiperazin-1-yl)phenyl)carboxamide